acetyloxypropionic acid C(C)(=O)OC(C(=O)O)C